OC1[C@H](N)[C@@H](O)[C@H](O[C@H]2[C@H](N)[C@@H](O)[C@@H](O)[C@H](O2)CO)[C@H](O1)CO lactosediamine